5-[3-(5-fluoropyridin-2-yl)azetidine-1-carbonyl]-6-methyl-N-(1-methylcyclopropyl)furo[2,3-d]pyrimidin-4-amine FC=1C=CC(=NC1)C1CN(C1)C(=O)C1=C(OC=2N=CN=C(C21)NC2(CC2)C)C